[Ni]=O.[Mn].[Li] lithium-manganese-nickel oxide